tert-butyl (S)-(3-(3-((2,6-dioxopiperidin-3-yl)amino)phenyl)prop-2-yn-1-yl)carbamate O=C1NC(CC[C@@H]1NC=1C=C(C=CC1)C#CCNC(OC(C)(C)C)=O)=O